CC(=O)C1=C(C=C(C=C1F)F)F 2,4,6-trifluoroacetophenone